BrC1=C(C=C(C=C1)[C@H]1[C@@H](C1)NC(N([C@H]1CN(CCC1)C=1N=NC=CC1)C1CC1)=O)C 3-[(1R,2S)-2-(4-bromo-3-methylphenyl)cyclopropyl]-1-cyclopropyl-1-[(3R)-1-(pyridazin-3-yl)piperidin-3-yl]urea